7-(3,5-Dimethylisoxazol-4-yl)-N,N-dimethyl-2-oxo-4-phenyl-1,2,4,5-tetrahydroimidazo[1,5,4-de][1,4]benzoxazine-5-carboxamide CC1=NOC(=C1C1=CC=C2C=3N(C(C(OC31)C(=O)N(C)C)C3=CC=CC=C3)C(N2)=O)C